C(CCC)C1=CC(=C(C(=C1)O)C1=C2CC(N(C2=CC=C1)C)=O)O 4-(4-Butyl-2,6-dihydroxyphenyl)-1-methylindolin-2-one